C(C)(C)(C)OC(=O)N1CCN(CC1)C1=NC=C(C=N1)[C@](C)(C1=CC=C(C=C1)F)N.C(C1=CC=CC=C1)(=O)O[C@H](C(=O)O)[C@@H](C(=O)O)OC(C1=CC=CC=C1)=O (2S,3S)-2,3-bis(benzoyloxy)butanedioic acid tert-butyl-4-{5-[(1S)-1-amino-1-(4-fluorophenyl)ethyl]pyrimidine-2-yl}piperazine-1-carboxylate salt